FC(C1=NN=C(S1)C1=NC=C2N1C=C(C=C2N2CC1(CNC1)CC2)S(=O)(=O)NC2(CC2)C)F 3-(5-(difluoromethyl)-1,3,4-thiadiazol-2-yl)-N-(1-methylcyclopropyl)-8-(2,6-diazaspiro[3.4]octan-6-yl)imidazo[1,5-a]pyridine-6-sulfonamide